C(C)(C)(C)OC(=O)N1[C@@H](C2=CC=C(C=C2CC1)O)C |r| (racemic)-tert-butyl-6-hydroxy-1-methyl-3,4-dihydroisoquinoline-2(1H)-carboxylate